COC=1C=C2C(N=C(NC2=CC1OC)C1=CC=NC=C1)=O 6,7-dimethoxy-2-(pyridin-4-yl)quinazolin-4(1H)-one